(S)-N-(3-(3-bromophenyl)-1-(methylamino)-1-oxopropan-2-yl)-3-(3-chlorophenyl)-1H-pyrazole-5-carboxamide BrC=1C=C(C=CC1)C[C@@H](C(=O)NC)NC(=O)C1=CC(=NN1)C1=CC(=CC=C1)Cl